ClC=1C(=NC(=NC1)NC=1C=NN(C1)C)N(C1=CC=CC=C1)C1=C(C=CC(=C1)[N+](=O)[O-])F 5-chloro-N4-(2-fluoro-5-nitrophenyl)-N2-(1-methyl-1H-pyrazol-4-yl)-N4-phenylpyrimidine-2,4-diamine